NC1=C(C=C(C=N1)NC(=O)C(=O)N(CC1=NC=C(C=C1)C(F)(F)F)[C@@H](C)C1=NC=CC=N1)C N-(6-amino-5-methyl-3-pyridyl)-N'-[(1S)-1-pyrimidin-2-ylethyl]-N'-[[5-(trifluoromethyl)-2-pyridyl]methyl]oxamide